C(C1=CC=CC=C1)OC1=CC=C(C=N1)NC1=CC(=CC=C1)S(=O)(=O)N1CCC(CC1)C1=NN=CN1C 6-(benzyloxy)-N-(3-((4-(4-methyl-4H-1,2,4-triazol-3-yl)piperidin-1-yl)sulfonyl)phenyl)pyridin-3-amine